C(C)(C)(C)OC(=O)NCCNCC=1N=CN(C1)C(=O)OC(C)(C)C tert-butyl 4-[({2-[(tert-butoxycarbonyl)amino]ethyl}amino) methyl]imidazole-1-carboxylate